C(C)(=O)N1CC(CC1)(NC(=O)C=1N(C2=CC=C(C(=C2C1)Cl)Cl)C)C1=CC=C(C(=O)O)C=C1 (-)-4-[1-Acetyl-3-[(4,5-dichloro-1-methyl-indole-2-carbonyl)amino]pyrrolidin-3-yl]benzoic acid